2-(2H-benzotriazol-2-yl)-4-(1,1-dimethylethyl)-6-(1-methylpropyl)phenol N=1N(N=C2C1C=CC=C2)C2=C(C(=CC(=C2)C(C)(C)C)C(CC)C)O